FC1=CC=C(C=C1)C1=CC2=C(N=C3N(C2=S)CCC3)O1 2-(4-fluorophenyl)-7,8-dihydrofuro[2,3-D]pyrrolo[1,2-a]pyrimidine-4(6H)-thione